C(CCCCCCCCC)(=O)OC(CSCCCCCC)CCCCCC1(OCC(O1)CN(C)CCCCO)CCCCCC(CSCCCCCC)OC(CCCCCCCCC)=O (4-(((4-Hydroxybutyl)(methyl)amino)methyl)-1,3-dioxolane-2,2-diyl)bis(1-(hexylthio)-heptane-7,2-diyl) bis(decanoate)